CC=1C=C(CC(CNC(CC2=CC(=C(C=C2)OCCN)OC)=O)COC(C(C)(C)C)=O)C=CC1C N-[2-(3,4-dimethylbenzyl)-3-(pivaloyloxy)propyl]-2-[4-(2-aminoethoxy)-3-methoxyphenyl]acetamide